4-amino-2-methyl-10H-thieno[2,3-b][1,5]benzodiazepine NC=1C2=C(NC3=C(N1)C=CC=C3)SC(=C2)C